2-(4-isobutoxy-3-isopropyl-6-oxopyridazin-1(6H)-yl)-N-(3-(5-methyl-oxazol-2-yl)bicyclo[1.1.1]pent-1-yl)acetamide C(C(C)C)OC=1C(=NN(C(C1)=O)CC(=O)NC12CC(C1)(C2)C=2OC(=CN2)C)C(C)C